C(C)O[C@H]([C@]1(CN(CC1)C(C)(C)C=1C=CC(=NC1)C)CCC=1SC=CC1)C1=CC=CC=C1 |o1:3,4| 5-(2-((R or S)-3-((S or R)-ethoxy(phenyl)methyl)-3-(2-(thiophen-2-yl)ethyl)pyrrolidin-1-yl)propan-2-yl)-2-methylpyridine